O=C1NC(CCC1N1C(C2=CC=C(C=C2C1=O)N1CCC(CC1)NCC1=CC=C(C=C1)NC1=NC=C(C(=N1)OC1=C2C(CCC2=CC=C1)=O)C(F)(F)F)=O)=O 2-(2,6-Dioxopiperidin-3-yl)-5-(4-((4-((4-((3-oxo-2,3-dihydro-1H-inden-4-yl)-oxy)-5-(trifluoromethyl)pyrimidin-2-yl)amino)benzyl)amino)piperidin-1-yl)isoindoline-1,3-dione